NCC1=CC=C(CNC(=O)C2N(CCC2)C([C@@H](CCC2=CC=CC=C2)NC)=O)C=C1 1-((R)-2-Methylamino-4-phenyl-butyryl)-pyrrolidine-2-carboxylic acid 4-aminomethyl-benzylamide